(6-chloroisoquinolin-3-yl)methanol ClC=1C=C2C=C(N=CC2=CC1)CO